3-(METHYLSULFANYL)BUTANOIC ACID CSC(CC(=O)O)C